2-Fluoro-4-(5-(3-fluoro-4-methoxyphenyl)-1-methyl-2-(piperidin-1-ylmethyl)-1H-pyrrolo[2,3-c]pyridin-4-yl)benzonitrile FC1=C(C#N)C=CC(=C1)C1=C2C(=CN=C1C1=CC(=C(C=C1)OC)F)N(C(=C2)CN2CCCCC2)C